CC1=C(C=C(C(N1C1=CC=CC=C1)=O)C(=O)N)C=1C=NN(C1)C 6-methyl-5-(1-methyl-1H-pyrazol-4-yl)-2-oxo-1-phenyl-1,2-dihydropyridine-3-carboxamide